N[C@H]1C2N(CC1CC2)C(=O)C=2C=C(C1=C(SC(=C1C)C=1N(C3=CC(=CC=C3C1)C1=CC(=C(C=C1)O)F)CC1CC1)C2)OC ((7R)-7-Amino-2-azabicyclo[2.2.1]heptan-2-yl)(2-(1-(cyclopropylmethyl)-6-(3-fluoro-4-hydroxyphenyl)-1H-indol-2-yl)-4-methoxy-3-methylbenzo[b]thiophen-6-yl)methanone